C1(=CC=CC=C1)[C@H]([C@H]1CNC2=CC=CN=C2C1)NCCC1=CC=C(C=C1)CC(=O)O 2-[4-[2-[[(S)-phenyl-[(3R)-1,2,3,4-tetrahydro-1,5-naphthyridin-3-yl]methyl]amino]ethyl]phenyl]acetic acid